N-(5-(tert-butyl)isoxazol-3-yl)-6-(pyrazolo[1,5-a]pyrazine-3-carbonyl)-4,5,6,7-tetrahydrothieno[2,3-c]pyridine-3-carboxamide C(C)(C)(C)C1=CC(=NO1)NC(=O)C1=CSC=2CN(CCC21)C(=O)C=2C=NN1C2C=NC=C1